2-(5-fluoro-2-(furan-2-yl)phenyl)acetic acid methyl ester COC(CC1=C(C=CC(=C1)F)C=1OC=CC1)=O